5-fluoro-1-(2-fluorobenzyl)-1H-indazole-3-carbonitrile FC=1C=C2C(=NN(C2=CC1)CC1=C(C=CC=C1)F)C#N